2-chloro-5-[6-chloro-5-ethyl-2-[(3-nitrophenyl)sulfonylamino]pyrimidin-4-yl]oxy-benzoic acid ClC1=C(C(=O)O)C=C(C=C1)OC1=NC(=NC(=C1CC)Cl)NS(=O)(=O)C1=CC(=CC=C1)[N+](=O)[O-]